3-(4-bromophenyl)-4,4,4-trifluoro-3-(trifluoromethyl)butyl methanesulfonate CS(=O)(=O)OCCC(C(F)(F)F)(C(F)(F)F)C1=CC=C(C=C1)Br